tert-butyl N-[1-[[2-chloro-5-(1-methylpyrazol-4-yl)phenyl]methyl]-2-[4-(1H-imidazol-4-yl)anilino]-2-oxo-ethyl]carbamate ClC1=C(C=C(C=C1)C=1C=NN(C1)C)CC(C(=O)NC1=CC=C(C=C1)C=1N=CNC1)NC(OC(C)(C)C)=O